O=C1N(CCC1)CCCN(C1=CC=C(C=N1)C1=NC=2N(C(N(C(C2N1)=O)C1CC1)=O)C1CC1)C(=O)C1=CC(=C(C=C1)F)F 8-(6-{[3-(2-Oxo-1-pyrrolidinyl)propyl](3,4-difluorophenyl)carbonylamino}-3-pyridyl)-1,3-dicyclopropylxanthine